CC[C@@H](C)N (R)-(-)-2-aminobutane